COC(=O)C(/C(/C(CC)=O)=C/N(C)C)C(=O)O (Z)-2-((dimethylamino)methylene)-3-oxopentanedicarboxylic acid methyl ester